FC(C(=O)O)(F)F.FC(C(=O)O)(F)F.ClC=1C=C2N=C3C=CC(=CC3=C(C2=CC1)NCCNC=1C2=CC=C(C=C2N=C2C=CC(=CC12)O)Cl)OCC(=O)OC(C)(C)C N-[6-chloro-2-(tert-butoxycarbonyl)methoxy-9-acridinyl]-N'-(6-chloro-2-hydroxy-9-acridinyl)-1,2-ethanediamine bis(trifluoroacetate)